ClCC(=O)C1SC2(N(C1=O)CC=1OC(=CC1)C1=C(C=CC3=CC=CC=C13)OC)CCNCC2 (2-chloroacetyl)-4-((5-(2-methoxynaphthalen-1-yl)furan-2-yl)methyl)-1-thia-4,8-diazaspiro[4.5]Decan-3-one